tert-Butyl 3-(2-(5-(1,3-dioxolan-2-yl)-2-methyl-6-(((R)-1-(2-methyl-3-nitrophenyl)ethyl)amino) pyrimidin-4-yl)-2-methoxyacetamido)-3-(fluoromethyl)pyrrolidine-1-carboxylate O1C(OCC1)C=1C(=NC(=NC1N[C@H](C)C1=C(C(=CC=C1)[N+](=O)[O-])C)C)C(C(=O)NC1(CN(CC1)C(=O)OC(C)(C)C)CF)OC